4,5-dimercaptopentanesulfonic acid SC(CCCS(=O)(=O)O)CS